L-Phenylalanyl-L-leucine N[C@@H](CC1=CC=CC=C1)C(=O)N[C@@H](CC(C)C)C(=O)O